((2R)-4-(3-(cyclopropylmethoxy)-4-(difluoromethoxy)phenyl)-2-(hydroxymethyl)pyrrolidin-1-yl)ethanone C1(CC1)COC=1C=C(C=CC1OC(F)F)C1C[C@@H](N(C1)C(C)=O)CO